tert-butyl (S)-(1-(3-(3,5-difluorophenyl)-5-formylpyridin-4-yl)-3-methylpyrrolidin-3-Yl)carbamate FC=1C=C(C=C(C1)F)C=1C=NC=C(C1N1C[C@@](CC1)(C)NC(OC(C)(C)C)=O)C=O